(2R,4R)-6-chloro-4-hydroxy-N-(1-{[cis-3-(trifluoromethoxy)cyclobutyl]carbamoyl}-2-oxabicyclo[2.2.2]oct-4-yl)-3,4-dihydro-2H-1-benzopyran-2-carboxamide ClC=1C=CC2=C([C@@H](C[C@@H](O2)C(=O)NC23COC(CC2)(CC3)C(N[C@@H]3C[C@@H](C3)OC(F)(F)F)=O)O)C1